dimethyl 1,8-octanedioate C(CCCCCCC(=O)OC)(=O)OC